FC1=C(C(=O)NC2=C(C=C(C=C2OC(F)(F)F)C(C(F)(F)F)(C(F)(F)F)F)I)C=CC=C1[N+](=O)[O-] 2-fluoro-N-(2-iodo-4-(perfluoropropan-2-yl)-6-(trifluoromethoxy)phenyl)-3-nitrobenzamide